1-(tert-butyl) 2-methyl (S,Z)-4-((dimethylamino) methylene)-5-oxopyrrolidine-1,2-dicarboxylate CN(C)\C=C/1\C[C@H](N(C1=O)C(=O)OC(C)(C)C)C(=O)OC